N-(p-tolyl)-2-(1-(4-(5-(trifluoromethyl)-1,2,4-oxadiazol-3-yl)phenyl)-1H-imidazol-4-yl)acetamide C1(=CC=C(C=C1)NC(CC=1N=CN(C1)C1=CC=C(C=C1)C1=NOC(=N1)C(F)(F)F)=O)C